(R)-6-ethoxy-6,7-dihydro-5H-pyrazolo[5,1-b][1,3]oxazine-3-sulfonic acid C(C)O[C@@H]1CN2C(OC1)=C(C=N2)S(=O)(=O)O